OCC=1C=CC2=C(C(N(O2)C2C(NC(CC2)=O)=O)=O)C1 3-(5-(hydroxymethyl)-3-oxo-benzo[d]isoxazol-2(3H)-yl)piperidine-2,6-dione